BrC1=C(C(=C(C=C1)C1=C(C=CC=C1F)Cl)OC)F bromo-2'-chloro-3,6'-difluoro-2-methoxy-1,1'-biphenyl